caproic acid anilide C(CCCCC)(=O)NC1=CC=CC=C1